C(#CC)C1=C2C=NN(C2=C(C=C1)C(=O)N)C(C)C1=NC=C(N=C1)OC(F)(F)F 4-(propan-1-yn-1-yl)-1-(1-(5-(trifluoromethoxy)pyrazin-2-yl)ethyl)1H-indazole-7-carboxamide